4-((4-fluoropyrrolo[2,3-b]pyridin-1-yl)methyl)phenylboronic acid FC1=C2C(=NC=C1)N(C=C2)CC2=CC=C(C=C2)B(O)O